ClC=1C=NC(=NC1)CN1C(=NC2=C1C=CC=C2)N2C[C@H]([C@@H](CC2)F)N (3R,4R)-1-(1-((5-chloropyrimidin-2-yl)methyl)-1H-benzo[d]imidazol-2-yl)-4-fluoropiperidin-3-amine